11-(Propan-2-yl)-11-azatricyclo[6.2.1.02,7]undeca-2,4,6,9-tetraene hydrochloride Cl.CC(C)N1C2C3=CC=CC=C3C1C=C2